2-(3-fluorophenyl)-4-methyl-6-nitro-3,4-dihydro-2H-benzo[b][1,4]oxazine FC=1C=C(C=CC1)C1CN(C2=C(O1)C=CC(=C2)[N+](=O)[O-])C